siloxypropionitrile [SiH3]OC(C#N)C